N1=C(C=CC=C1)C=1C=CC(=C(C(=O)N)C1)N1C[C@@H](CC1)OC1=NC=CC=C1 (R)-5-(pyridin-2-yl)-2-(3-(pyridin-2-yloxy)pyrrolidin-1-yl)benzamide